propyl ((2,6-dihydroxy-3'-methyl-4-pentyl-[1,1'-biphenyl]-3-yl)methyl)(methyl)carbamate OC1=C(C(=CC(=C1CN(C(OCCC)=O)C)CCCCC)O)C1=CC(=CC=C1)C